BrC1=C(SC2=C1N=C(NC2=O)N2[C@H](COCC2)CCO)C 7-bromo-2-[(3S)-3-(2-hydroxyethyl)morpholin-4-yl]-6-methyl-3H-thieno[3,2-d]pyrimidin-4-one